ClC=1C(=NC=CC1C=1C(=C(C=CC1)NC(C1=NC=C(C=C1)CNCCO)=O)C)C1=CC(=C(C=C1)CNC[C@@H]1NC(CC1)=O)OC(F)F (R)-N-(3-(3-chloro-2-(3-(difluoromethoxy)-4-((((5-oxopyrrolidin-2-yl)methyl)amino)methyl)phenyl)pyridin-4-yl)-2-methylphenyl)-5-(((2-hydroxyethyl)amino)methyl)picolinamide